2-chloro-N-(9-hydroxy-2,3-dimethoxy-5,6,8,9,10,11-hexahydro-7H-5,9:7,11-dimethanobenzo[9]annulen-7-yl)acetamide ClCC(=O)NC12CC3C4=C(C(CC(C1)(C3)O)C2)C=C(C(=C4)OC)OC